N=1NN=NC1C(=O)OCC ethyl 2H-1,2,3,4-tetrazole-5-carboxylate